C(CCC)C1=NC=2C(=C(N=NC2N)OC2CCCC2)N1CC1=CC=C(C=C1)OC 2-butyl-7-(cyclopentyloxy)-1-(4-methoxybenzyl)-1H-imidazo[4,5-d]pyridazin-4-amine